NC1=NC=NN2C1=C(C=C2C=2C(=CC(=C(C(=O)N[C@@H]1CN(C[C@@H]1F)C(=O)C=1C=NC=CC1Cl)C2)C)F)C(F)(F)F 5-[4-amino-5-(trifluoromethyl)pyrrolo[2,1-f][1,2,4]triazin-7-yl]-N-[(3R,4S)-1-(4-chloropyridine-3-carbonyl)-4-fluoropyrrolidin-3-yl]-4-fluoro-2-methylbenzamide